BrC=1C(N(C(=CC1OCC1=C(C=C(C=C1)F)F)C)CC1=CC(=CC=C1)CBr)=O 3-bromo-1-[3-(bromomethyl)benzyl]-4-[(2,4-difluorobenzyl)oxy]-6-methylpyridin-2(1H)-one